C(C1=CC=CC=C1)N1CC(CCC1)C=1C(=NN2C1N=CC=C2)C#N (1-Benzylpiperidin-3-yl)pyrazolo[1,5-a]pyrimidine-2-carbonitrile